tert-butyl 8-methyl-4-(2-methylsulfonyl-7-oxo-8-tetrahydrofuran-3-yl-pyrido[2,3-d]pyrimidin-6-yl)-2,3-dihydroquinoxaline-1-carboxylate CC=1C=CC=C2N(CCN(C12)C(=O)OC(C)(C)C)C1=CC2=C(N=C(N=C2)S(=O)(=O)C)N(C1=O)C1COCC1